1-(2-hydroxy-3,5-bis(trifluoromethyl)phenyl)-5-methylpyrrolidin-2-one OC1=C(C=C(C=C1C(F)(F)F)C(F)(F)F)N1C(CCC1C)=O